OC1=CC=C(C(=O)OCCC)C=C1 Propyl 4-hydroxybenzoate